O=C1N(CCN1)C1=CC=C(C=C1)NC1=NC2=CC=CC=C2C=N1 2-((4-(2-oxoimidazolidin-1-yl)phenyl)amino)quinazolin